S-HEXYL-GLUTATHIONE C(CCCCC)SC[C@H](NC(CC[C@H](N)C(=O)O)=O)C(=O)NCC(=O)O